Methyl (S)-4-(2-ethyl-3,5-difluorophenyl)-2-methyl-5-oxo-1,4,5,7-tetrahydrofuro[3,4-b]pyridine-3-carboxylate C(C)C1=C(C=C(C=C1F)F)[C@@H]1C2=C(NC(=C1C(=O)OC)C)COC2=O